NC1=C(C(C=2C(OC3=C(C2O1)C=CC=C3)=O)C3=CC=C(C=C3)O)C#N 2-amino-4-(4-hydroxyphenyl)-5-oxo-4H,5H-pyrano[3,2-c]benzopyran-3-carbonitrile